FC1=C(C=CC=C1F)C1N(CCCC1)C1=CC=C(C(=O)N[C@H](C)\C=C\S(=O)(=O)C)C=C1 4-(2-(2,3-difluorophenyl)piperidin-1-yl)-N-((R,E)-4-(methylsulfonyl)but-3-en-2-yl)benzamide